2,2-Bis(4-phenyl-2-oxazolin-2-yl)propane C1(=CC=CC=C1)C1N=C(OC1)C(C)(C)C=1OCC(N1)C1=CC=CC=C1